C(C)(C)N1C(C2=C(NS1(=O)=O)C=C(C=C2)C(=O)O)=O 3-isopropyl-4-oxo-3,4-dihydro-1H-benzo[c][1,2,6]thiadiazine-7-carboxylic acid 2,2-dioxide